(9H-fluoren-9-yl)methyl (2-(((3-(5-iodo-2-methoxyphenyl)-2,6-dioxotetrahydropyrimidine-1(2H)-yl)methyl)amino)-2-oxoethyl)carbamate IC=1C=CC(=C(C1)N1C(N(C(CC1)=O)CNC(CNC(OCC1C2=CC=CC=C2C=2C=CC=CC12)=O)=O)=O)OC